tert-butyl-[[(2S)-oxetan-2-yl]methoxy]diphenylsilane C(C)(C)(C)[Si](C1=CC=CC=C1)(C1=CC=CC=C1)OC[C@H]1OCC1